BrC1=NN2C(OCC(C2)(C)C)=C1C(=O)OCC ethyl 2-bromo-6,6-dimethyl-6,7-dihydro-5H-pyrazolo[5,1-b][1,3]oxazine-3-carboxylate